C1C(CC2=CC=CC=C12)OCC1=C(C=CC(=C1)C1(CC1)C#N)C1=CC(=C(C(=C1)OC)C)OC 1-{2-[(2,3-dihydro-1H-inden-2-yloxy)methyl]-3',5'-dimethoxy-4'-methyl-[1,1'-biphenyl]-4-yl}cyclopropane-1-carbonitrile